FC(OC1CC(C1)C(=O)O)F (1s,3s)-3-(difluoromethoxy)cyclobutane-1-carboxylic acid